FC=1C=C(C=C(C1CNCCO)OC)C=1C(=C(C=CC1)C1=C(C(=CC=C1)NC(=O)C=1C(N(C=CC1)C)=O)C)C N-(3''-fluoro-4''-(((2-hydroxyethyl)amino)methyl)-5''-methoxy-2,2'-dimethyl-[1,1':3',1''-terphenyl]-3-yl)-1-methyl-2-oxo-1,2-dihydropyridine-3-carboxamide